ClC1=CC=C(S1)C1=NN(C2=CC=C(C=C12)C(=O)NC1CC1)CC(F)F 3-(5-chlorothien-2-yl)-N-cyclopropyl-1-(2,2-difluoroethyl)-1H-indazole-5-amide